OC1OC(C=C1C1=CC=C(C=C1)C(C=CC1=CC2=CC=CC=C2C=C1)=O)=O 2-Hydroxy-3-[4-(3-naphthalen-2-ylprop-2-enoyl)phenyl]-2H-furan-5-one